(R)- or (S)-4-({2-[5-(3-chloro-6-ethoxy-2-fluorophenyl)-1-oxidopyridin-2-yl]-3-cyclopropylpropanoyl}amino)benzoic acid ClC=1C(=C(C(=CC1)OCC)C=1C=CC(=[N+](C1)[O-])[C@H](C(=O)NC1=CC=C(C(=O)O)C=C1)CC1CC1)F |o1:17|